C1(=CC=CC=C1)P(C1=C(C=C(C=2OC3=CC=CC=C3C(C12)C)P(C1=CC=CC=C1)C1=CC=CC=C1)C)C1=CC=CC=C1 1,4-bis(diphenylphosphino)2,9-dimethylxanthene